1,6-bis(methacryloxy-2-ethoxycarbonyl-amino)-2,4,4-trimethylhexane C(C(=C)C)(=O)ON(CC(CC(CCN(C(=O)OCC)OC(C(=C)C)=O)(C)C)C)C(=O)OCC